benzoic acid potassium [K].C(C1=CC=CC=C1)(=O)O